C(CCC)C1=CC=C(C=C1)S(=O)(=O)NC1=C(C=C(C(=O)[O-])C=C1)C(=O)OC 3-methyl 4-(4-butylphenylsulfonamido)isophthalate